sec-pentyl thiol C(C)(CCC)S